(R)-(3-aminopiperidin-1-yl)(2-(1-(2,2-difluoroethyl)-6-methoxy-1H-indol-2-yl)-3-methylimidazo[1,2-a]pyridin-7-yl)methanone N[C@H]1CN(CCC1)C(=O)C1=CC=2N(C=C1)C(=C(N2)C=2N(C1=CC(=CC=C1C2)OC)CC(F)F)C